[(4S)-2-Oxooxazolidin-4-yl]methyl 3-[[2-fluoro-4-(trifluoromethyl)phenyl]methoxy]azetidine-1-carboxylate FC1=C(C=CC(=C1)C(F)(F)F)COC1CN(C1)C(=O)OC[C@H]1NC(OC1)=O